OC=1C=C(C=CC1O)/C=C/C(=O)OCCC1=CC=C(C=C1)F (E)-(4-fluorophenethyl) 3-(3,4-dihydroxyphenyl)acrylate